C1(=C(C=CC=C1)OC1=C(C=O)C=CC=C1)OC1=C(C=O)C=CC=C1 2,2'-(1,2-phenylenebis(oxy))bis(benzaldehyde)